2-[7-isopropyl-2-(methylamino)-4-oxo-pyrazolo[1,5-d][1,2,4]triazin-5-yl]-N-methyl-acetamide C(C)(C)C1=NN(C(C=2N1N=C(C2)NC)=O)CC(=O)NC